N-[(3S)-9-fluoro-2-oxo-5-phenyl-1,3-dihydro-1,4-benzodiazepine-3-Yl]-2-(1H-pyrrolo[2,3-b]pyridin-5-yl)pyrazolo[1,5-a]pyrimidine-3-carboxamide FC1=CC=CC=2C(=N[C@@H](C(NC21)=O)NC(=O)C=2C(=NN1C2N=CC=C1)C=1C=C2C(=NC1)NC=C2)C2=CC=CC=C2